1-(3-chlorobenzyl)cyclopropane-1-carboxylic acid ClC=1C=C(CC2(CC2)C(=O)O)C=CC1